glycerol 1-butyrate C(CCC)(=O)OCC(O)CO